CN(C)C tri-methylamine